[Si](C)(C)(C(C)(C)C)OCCN1C[C@@H](CCC1)NC=1OC=2C(=NC(=CC2)C2=C(C=C(C#N)C=C2OCOCC[Si](C)(C)C)COC)N1 4-[2-[[(3R)-1-[2-[tert-butyl(dimethyl)silyl]oxyethyl]-3-piperidyl]amino]oxazolo[4,5-b]pyridin-5-yl]-3-(methoxymethyl)-5-(2-trimethylsilylethoxy-methoxy)benzonitrile